FC1=CC(=C(C=C1)N1N=CC(=C1)C(=O)OCC)OCC1=CC(=CC(=C1)S(=O)(=O)C)F ethyl 1-{4-fluoro-2-[(3-fluoro-5-methanesulfonylphenyl)methoxy]phenyl}pyrazole-4-carboxylate